sodium N-(4-propoxycarbonylphenyl)sulfonamide C(CC)OC(=O)C1=CC=C(C=C1)NS(=O)=O.[Na]